FC=1C=2N(C=C(C1)NC(=O)C1=CC=C(C3=CN(N=C13)C)N1C3CC(C1)(C3)NC(OC(C)(C)C)=O)C=C(N2)C tertbutyl N-{2-[7-({8-fluoro-2-methylimidazo[1,2-a]pyridin-6-yl}carbamoyl)-2-methylindazol-4-yl]-2-azabicyclo[2.1.1]hexan-4-yl}carbamate